N-(6-(4-(2-(piperidin-1-yl)ethoxy)phenyl)quinolin-4-yl)benzo[d]thiazol-5-amine N1(CCCCC1)CCOC1=CC=C(C=C1)C=1C=C2C(=CC=NC2=CC1)NC=1C=CC2=C(N=CS2)C1